N-acetylneuraminic acid, disodium salt [Na+].[Na+].C(C)(=O)N[C@@H]1[C@H](CC(C([O-])=O)(O)O[C@H]1[C@H](O)[C@H](O)CO)O.C(C)(=O)N[C@@H]1[C@H](CC(C([O-])=O)(O)O[C@H]1[C@H](O)[C@H](O)CO)O